NC(=O)OC1(CCC(CC1)C=1SC(=NN1)C=1C=NC(=CC1NC)N1C=CC=2C1=NC=C(C2)C#N)C(C)(C)C ((1r,4r)-tert-butyl 4-(5-(6-(5-cyano-1H-pyrrolo[2,3-b]pyridin-1-yl)-4-(methylamino) pyridin-3-yl)-1,3,4-thiadiazol-2-yl) cyclohexyl) aminocarboxylate